2-[(1-methylpropyl)dithio]-1H-imidazole CC(CC)SSC=1NC=CN1